C1=C(N(C=N1)[C@H]2[C@@H]([C@@H]([C@H](O2)CO)O)O)N The molecule is a 1-ribosylimidazole that is 5-aminoimidazole in which the hydrogen at position 1 has been replaced by a beta-D-ribofuranosyl group. It is a 1-ribosylimidazole, a primary amino compound, a ribonucleoside and an aminoimidazole. It is a conjugate base of a 5-aminoimidazol-3-ium ribonucleoside.